3-methyl-oxy-acrylic acid methyl ester COC(C=COC)=O